CC([C@@H](C(=O)N1[C@@H](C[C@H](C1)O)C(NC)=O)NC(OC(C)(C)C)=O)C |r| tert-butyl N-[rac-(1S)-2-methyl-1-[rac-(2S,4R)-4-hydroxy-2-(methylcarbamoyl)pyrrolidine-1-carbonyl]propyl]carbamate